FC=1C=C(C=CC1F)[C@H]1[C@@H](CN(C1)[C@H](C(F)(F)F)CO)NC(=O)NC1=C(C(=NN1C1=CC=CC=C1)OCC)C 1-((3S,4R)-4-(3,4-difluorophenyl)-1-((S)-1,1,1-trifluoro-3-hydroxypropan-2-yl)pyrrolidin-3-yl)-3-(3-ethoxy-4-methyl-1-phenyl-1H-pyrazol-5-yl)urea